ethyl 2,4-dioxo-4-phenyl-butyrate O=C(C(=O)OCC)CC(C1=CC=CC=C1)=O